C(C)(=O)C1=CC=C(OC2=C(C(=NN2C)C(F)F)C(=O)N[C@@H](C)C2=CC=C(C(=O)OC)C=C2)C=C1 methyl (S)-4-(1-(5-(4-acetylphenoxy)-3-(difluoromethyl)-1-methyl-1H-pyrazole-4-carboxamido)ethyl)benzoate